C1OC2=C(O1)C=C(C=C2)NCCO.Cl HYDROXYETHYL-3,4-METHYLENEDIOXYANILINE HCL